carboxybut-3-enoate C(=O)(O)OC(CC=C)=O